5-(4-morpholino-6-(5-(morpholinomethyl)thiophen-2-yl)-1,3,5-triazin-2-yl)pyrimidin-2-amine O1CCN(CC1)C1=NC(=NC(=N1)C=1SC(=CC1)CN1CCOCC1)C=1C=NC(=NC1)N